(2R,3S,4S)-4-hydroxy-2-[(4-methoxyphenyl)methyl]pyrrolidin-3-yl N-[(3-fluorophenyl)methyl]carbamate FC=1C=C(C=CC1)CNC(O[C@H]1[C@H](NC[C@@H]1O)CC1=CC=C(C=C1)OC)=O